4-Decanone CCCC(CCCCCC)=O